ClC=1N=C(C=2CN(CC(C2C1C#N)C)CC=1C(=NC(=CC1)OCC(F)F)C)NCC#N 3-chloro-1-[(cyanomethyl)amino]-7-{[6-(2,2-difluoroethoxy)-2-methylpyridin-3-yl]methyl}-5-methyl-6,8-dihydro-5H-2,7-naphthyridine-4-carbonitrile